FC(C(=O)O)(F)F.FC(C(=O)O)(F)F.NC=1SC2=C(N1)CCC(C2)CNC([C@H](C)NC(=O)[C@@H]2NC[C@H](C2)C2=CC=CC=C2)=O (2R,4R)-N-((2S)-1-(((2-amino-4,5,6,7-tetrahydrobenzo[d]thiazol-6-yl)methyl)amino)-1-oxopropan-2-yl)-4-phenylpyrrolidine-2-carboxamide di-trifluoroacetate